2-amino-3-methyl-N-((5-(2-oxa-6-azaspiro[3.3]heptan-6-yl)-2-pyridinyl)methyl)-N-((1R)-1-(2-pyrimidinyl)ethyl)-6-quinolinecarboxamide NC1=NC2=CC=C(C=C2C=C1C)C(=O)N([C@H](C)C1=NC=CC=N1)CC1=NC=C(C=C1)N1CC2(COC2)C1